BrC1=CC=C(C=C1)NS(=O)(=O)C=1C=C(C(=O)NC2=CC=CC=C2)C=CC1Cl 3-(N-(4-bromophenyl)sulfamoyl)-4-chloro-N-phenylbenzamide